1,3,7-trimethyl-8-((naphthalen-2-ylmethyl)sulfonyl)-1H-purine-2,6(3H,7H)-dione CN1C(N(C=2N=C(N(C2C1=O)C)S(=O)(=O)CC1=CC2=CC=CC=C2C=C1)C)=O